C(C)O\C(=C/OC1=CC=C(C=C1)CC1=NC(=CC=C1)C(=O)N(OCC=C)C)\C(F)(F)F 2-[[4-[[(1Z)-2-ethoxy-3,3,3-trifluoro-1-propen-1-yl]oxy]phenyl]methyl]-N-methyl-N-(2-propen-1-yloxy)-6-pyridinecarboxamide